COC([C@@H](N)CCCNC(=O)OC(C)(C)C)=O Ndelta-Boc-ornithine methyl ester